5-((5-(5-(trifluoromethyl)pyridin-2-yl)oxazol-2-yl)amino)pyrazine-2-carbonitrile FC(C=1C=CC(=NC1)C1=CN=C(O1)NC=1N=CC(=NC1)C#N)(F)F